FC(=C(CCCN1CCN(CC1)C1=NC=CC=C1)C1=CC=C(C=C1)OC)F 1-(5,5-difluoro-4-(4-methoxyphenyl)pent-4-en-1-yl)-4-(pyridin-2-yl)piperazine